ClC1=C(C=CC=C1Cl)N1C2CN(CC1C2)CC=2C=C1CN(C(C1=CC2)=O)C2C(NC(CC2)=O)=O 3-(5-((6-(2,3-dichlorophenyl)-3,6-diazabicyclo[3.1.1]heptane-3-yl)methyl)-1-oxoisoindolin-2-yl)piperidine-2,6-dione